CC(COC=1C=C(C=CC1)C(C)=O)(C)C 1-[3-(2,2-Dimethyl-propoxy)phenyl]-ethan-1-one